piperazine-N,N'-bis-dithiocarboxylic acid potassium [K].N1(CCN(CC1)C(=S)S)C(=S)S